BrC1=CC2=C(NC(=N2)Cl)C=C1 5-bromo-2-chloro-1H-benzo[d]imidazole